(E)-1-((4-methoxyphenyl)imino)-2-(thiophen-2-yl)-5-(trifluoromethyl)-1H-indene-3-carbaldehyde COC1=CC=C(C=C1)\N=C/1\C(=C(C2=CC(=CC=C12)C(F)(F)F)C=O)C=1SC=CC1